C1(CC1)CC(C(=O)OCC)(C(=O)OCC)C diethyl 2-(cyclopropylmethyl)-2-methylmalonate